2-ethyl-9,10-bis(n-octyloxy)anthracene C(C)C1=CC2=C(C3=CC=CC=C3C(=C2C=C1)OCCCCCCCC)OCCCCCCCC